6-methyl-17alpha-hydroxypregna-4,6-diene-3,20-dione acetate C(C)(=O)O.CC1=C[C@H]2[C@@H]3CC[C@](C(C)=O)([C@]3(CC[C@@H]2[C@]2(CCC(C=C12)=O)C)C)O